(3R,5aS,6R,8aS,9R,10R,12R,12aR)-N-hydroxy-3,6,9-trimethyldecahydro-12H-3,12-epoxypyrano[4,3-j][1,2]Benzodioxepin-10-carboxamide ONC(=O)[C@H]1[C@@H]([C@@H]2CC[C@H]([C@@H]3CC[C@]4(OO[C@]32[C@H](O1)O4)C)C)C